methyl (3S)-1-[(2S,3S)-3-(4-bromo-1,3-thiazol-2-yl)-2-[(tert-butoxycarbonyl) amino]-3-ethoxypropanoyl]-1,2-diazinane-3-carboxylate BrC=1N=C(SC1)[C@H]([C@@H](C(=O)N1N[C@@H](CCC1)C(=O)OC)NC(=O)OC(C)(C)C)OCC